C(C1=CC=CC=C1)C=1C(=NC2=CC=C(C=C2C1)C1=C2C(NC(C2=CC=C1)=O)=O)OC (3-benzyl-2-methoxy-quinoline-6-yl)isoindole-1,3-dione